5-(methoxycarbonyl)-3-nitroquinoline 1-oxide COC(=O)C1=C2C=C(C=[N+](C2=CC=C1)[O-])[N+](=O)[O-]